C(C1=CC=CC=C1)N1C(NC(C(C1=O)(CCC1=CC=NC=C1)CCC1=CC=NC=C1)=O)=O 1-(benzyl)-5,5-bis[2-(4-pyridyl)ethyl]-2,4,6(1H,3H,5H)-pyrimidinetrione